BrC=1C=C(N(N1)C)C1=NN=CN1C 3-(5-bromo-2-methylpyrazol-3-yl)-4-methyl-1,2,4-triazole